5-(5-methoxybenzo[d]thiazol-2-yl)nicotinaldehyde COC=1C=CC2=C(N=C(S2)C=2C=NC=C(C=O)C2)C1